OC(=O)C(F)(F)F.C1(CCC1)C1=CC=C(C=C1)N1N=CC2=C1N=CN(C2=O)CC2(CCNCC2)O 1-(4-cyclobutylphenyl)-5-[(4-hydroxypiperidin-4-yl)methyl]-1H,4H,5H-pyrazolo[3,4-d]pyrimidin-4-one TFA salt